N-(5-chloro-2-((5-fluoro-6-(4-(4-methylpiperazin-1-yl)piperidin-1-yl)pyridin-3-yl)amino)pyrimidin-4-yl)-N-(4-(methylsulfonamido)benzo[d]thiazol-5-yl)methanesulfonamide ClC=1C(=NC(=NC1)NC=1C=NC(=C(C1)F)N1CCC(CC1)N1CCN(CC1)C)N(S(=O)(=O)C)C=1C=CC2=C(N=CS2)C1NS(=O)(=O)C